5-amino-3,3-dimethyl-2H-isoindol-1-one NC=1C=C2C(NC(C2=CC1)=O)(C)C